pyridazin-3-ylamine N1=NC(=CC=C1)N